C1(CC1)OC1=C(C=NC=C1)C1=CC=2C(=CN=C(C2)NC(=O)[C@H]2[C@H](C2)F)N1C (1S,2S)-N-[2-(4-cyclopropoxypyridin-3-yl)-1-methylpyrrolo[2,3-c]pyridin-5-yl]-2-fluorocyclopropane-1-carboxamide